Cl.NC12CCC(CC1)(C2)O 4-aminobicyclo[2.2.1]heptan-1-ol hydrochloride Salt